2-(1,1-dimethylethyl)-6-(2-(2,3,6,7-tetrahydro-1,1,7,7-tetramethyl-1H,5H-benzo(ij)quinolizine-9-yl)ethenyl)-4H-pyran CC(C)(C)C=1OC(=CCC1)C=CC1=CC=2C(CCN3CCC(C(C23)=C1)(C)C)(C)C